(S)-2-[2-(1-cyclopropyl-3-methyl-1H-pyrazole-4-carbonyl)-6-(3-methyl-1H-pyrrolo[2,3-b]pyridin-5-yl)-1,2,3,4-tetrahydroisoquinolin-8-yl]pyrrolidine-1-carboxylic acid tert-butyl ester C(C)(C)(C)OC(=O)N1[C@@H](CCC1)C=1C=C(C=C2CCN(CC12)C(=O)C=1C(=NN(C1)C1CC1)C)C=1C=C2C(=NC1)NC=C2C